OC(C(=O)N1CCN(CC1)C1=CC=C(C=C1)NC1=NC=CC(=N1)NC=1C=NC2=CC=CC=C2C1)C 2-hydroxy-1-(4-{p-[4-(3-quinolylamino)-2-pyrimidinylamino]phenyl}-1-piperazinyl)-1-propanone